N-[4-fluoro-2-methyl-5-[[5-(2,2,2-trifluoroethoxy)pyridin-2-yl]carbamoyl]phenyl]-2-methyl-1,3-thiazole-5-carboxamide FC1=CC(=C(C=C1C(NC1=NC=C(C=C1)OCC(F)(F)F)=O)NC(=O)C1=CN=C(S1)C)C